CC(C(=O)N(C=1SC(=C(N1)C(=O)NC1C(CC1)(C)C)C)C1=CC(=NC(=C1)F)F)C 2-[(2-methylpropanoyl)(2,6-difluoropyridin-4-yl)amino]-N-(2,2-dimethylcyclobutyl)-5-methylthiazol-4-carboxamide